1-Methyl-N-{2-methyl-5-[(3,4,5-trimethoxybenzoyl)amino]phenyl}-1H-imidazole-5-carboxamide CN1C=NC=C1C(=O)NC1=C(C=CC(=C1)NC(C1=CC(=C(C(=C1)OC)OC)OC)=O)C